COC=1C=C(C=CC1)N(C(=O)Cl)C1=CC=CC=C1 3-methoxyphenyl-(phenyl)carbamoyl chloride